(R)-6-chloro-7-(2-(((3-chloropyridin-2-yl)oxy)methyl)pyrrolidin-1-yl)-1-(6-(6-methyl-2,6-diazaspiro[3.3]heptan-2-yl)pyridin-3-yl)-4-oxo-1,4-dihydroquinoline-3-carboxylic acid ClC=1C=C2C(C(=CN(C2=CC1N1[C@H](CCC1)COC1=NC=CC=C1Cl)C=1C=NC(=CC1)N1CC2(C1)CN(C2)C)C(=O)O)=O